4-[[4-[[2-(6-methyl-2-pyridyl)pyrimidin-4-yl]amino]pyrimidin-2-yl]amino]benzoic acid CC1=CC=CC(=N1)C1=NC=CC(=N1)NC1=NC(=NC=C1)NC1=CC=C(C(=O)O)C=C1